5-(3-Chlorophenyl)-N-[2-(dimethylamino)-2-oxoethyl]-3-hydroxypicolinamide ClC=1C=C(C=CC1)C=1C=C(C(=NC1)C(=O)NCC(=O)N(C)C)O